(2R)-1-[6-[[2-(2,2,4-Trimethylpyrrolidin-1-yl)pyridin-3-carbonyl]sulfamoyl]-2-pyridyl]pyrrolidin CC1(N(CC(C1)C)C1=NC=CC=C1C(=O)NS(=O)(=O)C1=CC=CC(=N1)N1CCCC1)C